CS(=O)(=O)C1=C(C=C(OCCN2CCC3(CC2)C(NC2=CC=C(C=C23)C#N)=O)C=C1C)C 1'-[2-(4-methanesulfonyl-3,5-dimethyl-phenoxy)ethyl]-2-oxo-1,2-dihydrospiro[indole-3,4'-piperidine]-5-carbonitrile